O=S1(C(CC1)CN)=O (1,1-dioxothietan-2-yl)methanamine